4-bromo-1-methyl-pyrazolo[4,3-c]pyridine-6-carboxylic acid BrC1=NC(=CC2=C1C=NN2C)C(=O)O